C(CCCCCCCCCC)C1=NNC=N1 3-Undecyl-1,2,4-triazole